(S)-8-((5-bromopentyl)oxy)-7-methoxy-1,11a-dihydro-3H,5H-spiro[benzo[e]pyrrolo[1,2-a][1,4]diazepine-2,1'-cyclopropane]-5-one BrCCCCCOC=1C(=CC2=C(N=C[C@H]3N(C2=O)CC2(CC2)C3)C1)OC